isoleucineAT N[C@@H]([C@@H](C)CC)C(=O)[O-]